N-(((2S,5R)-6-(phenylmethyloxy)-7-oxo-1,6-diazabicyclo[3.2.1]oct-2-yl)(imino)methyl)acetamide C1(=CC=CC=C1)CON1[C@@H]2CC[C@H](N(C1=O)C2)C(NC(C)=O)=N